C1NCC12CN(CC2)CC2CCN(CC2)C2=CC=C(C=C2)[C@H]2C(NC(CC2)=O)=O (S)-3-(4-(4-((2,6-diazaspiro[3.4]octan-6-yl)methyl)piperidin-1-yl)phenyl)piperidine-2,6-dione